2-[2-[2-(2-methoxyethoxy)ethoxy]ethoxy]-4-methyl-5-(4,4,5,5-tetramethyl-1,3,2-dioxaborolan-2-yl)pyridine COCCOCCOCCOC1=NC=C(C(=C1)C)B1OC(C(O1)(C)C)(C)C